C(#N)C1=CC(=C(COC2=NC(=NC=C2)C=2CCN(CC2)C(=O)OC(C)(C)C)C=C1)F tert-butyl 4-(4-((4-cyano-2-fluorobenzyl) oxy) pyrimidin-2-yl)-3,6-dihydropyridine-1(2H)-carboxylate